2-(2,4-dimethoxybenzyl)-4-methyl-8-(4-((4-(methylsulfonyl)piperidin-1-yl)methyl)phenyl)-7-(phenylsulfonyl)-1,2,4,7-tetrahydro-3H-pyrrolo[3',2':5,6]pyrido[3,4-d]pyrimidin-3-one COC1=C(CN2C(N(C3=C(C2)C2=C(N=C3)N(C(=C2)C2=CC=C(C=C2)CN2CCC(CC2)S(=O)(=O)C)S(=O)(=O)C2=CC=CC=C2)C)=O)C=CC(=C1)OC